FC(C(=O)O)(F)F.NC=1N=CC(=NC1N1N=CN=C1)C=1C=C(C=CC1C)S(=O)(=O)NC12CC(C1)(C2)C#N 3-(5-Amino-6-(1H-1,2,4-triazol-1-yl)pyrazin-2-yl)-N-(3-cyanobicyclo[1.1.1]pentan-1-yl)-4-methylbenzenesulfonamide Trifluoroacetate Salt